N'-acetyl-4-amino-N-(2-fluoro-4-(1-methyl-1H-pyrazol-5-yl)benzyl)-N',1-dimethyl-1H-pyrazolo[4,3-c]quinoline-8-carbohydrazide C(C)(=O)N(N(C(=O)C1=CC=2C3=C(C(=NC2C=C1)N)C=NN3C)CC3=C(C=C(C=C3)C3=CC=NN3C)F)C